CC=1N=C2N(N=CC=C2)C1 2-methylimidazo[1,2-b]pyridazin